(4-((6-amino-5-cyanopyrimidin-4-yl)oxy)-2-fluorophenyl)-3-(3-(tert-butyl)-1-(4-ethoxy-3,5-difluorophenyl)-1H-pyrazol-5-yl)urea NC1=C(C(=NC=N1)OC1=CC(=C(C=C1)NC(=O)NC1=CC(=NN1C1=CC(=C(C(=C1)F)OCC)F)C(C)(C)C)F)C#N